methyl (S)-2-(2,6-difluoro-4-((S)-3-(trifluoromethyl)morpholino) benzamido)-3-(8-(6-fluoro-1,4-dimethyl-2-oxo-1,2-dihydroquinolin-3-yl)imidazo[1,2-a]pyridin-5-yl)propanoate FC1=C(C(=O)N[C@H](C(=O)OC)CC2=CC=C(C=3N2C=CN3)C=3C(N(C2=CC=C(C=C2C3C)F)C)=O)C(=CC(=C1)N1[C@@H](COCC1)C(F)(F)F)F